FC1=C(C(=CC2=C1C=C(S2)C(CCC(=O)O)=O)OC)OCCCOC=2C=C1CNCC1=CC2OC 4-[4-fluoro-6-methoxy-5-[3-(6-methoxyisoindolin-5-yl)oxypropoxy]benzothiophen-2-yl]-4-oxo-butanoic acid